tert-butyl 3-amino-2-(3-(cyclopropylethynyl)-2-fluorobenzyl)pyrrolidine-1-carboxylate NC1C(N(CC1)C(=O)OC(C)(C)C)CC1=C(C(=CC=C1)C#CC1CC1)F